(10S,13S,16S,17R)-17-hydroxy-17-(2-hydroxyacetyl)-10,13-dimethyl-16-phenyl-6,7,8,10,12,13,14,15,16,17-decahydro-1H-cyclopenta[a]phenanthren-3(2H)-one O[C@@]1([C@@H](CC2C3CCC4=CC(CC[C@@]4(C3=CC[C@]12C)C)=O)C1=CC=CC=C1)C(CO)=O